3-[7-(difluoromethyl)-6-(1-methylpyrazol-4-yl)-3,4-dihydro-2H-quinolin-1-yl]-N-methyl-1-(piperidin-4-yl)-4H,6H,7H-pyrazolo[4,3-c]pyridine-5-carboxamide FC(C1=C(C=C2CCCN(C2=C1)C1=NN(C2=C1CN(CC2)C(=O)NC)C2CCNCC2)C=2C=NN(C2)C)F